C1(CC1)NC(=O)C1=NN(C(=C1)C(=O)NC)CC1=CC=C(C=C1)F N3-Cyclopropyl-1-(4-fluorobenzyl)-N5-methyl-1H-pyrazole-3,5-dicarboxamide